[Cu].[Ag].[Mg] magnesium-silver-copper